Racemic-tert-butyl trans-2,2-dimethyl-3-(5-sulfamoyl-1,3-thiazol-2-yl)cyclopropanecarboxylate CC1([C@H]([C@@H]1C=1SC(=CN1)S(N)(=O)=O)C(=O)OC(C)(C)C)C |r|